(R)-2-(2-amino-2,3-dihydrospiro[indene-1,4'-piperidine]-1'-yl)-6-methylpyrimidine-4-carbonitrile N[C@@H]1CC2=CC=CC=C2C12CCN(CC2)C2=NC(=CC(=N2)C#N)C